5,6-DIMETHYLBENZO[D]OXAZOLE-2-CARBONITRILE CC=1C(=CC2=C(N=C(O2)C#N)C1)C